CC1C(C2=CC(=CC=C2C1C)CCC)=O 2,3-dimethyl-6-propyl-2,3-dihydro-1H-inden-1-one